N-(5-Cyano-6-(2H-1,2,3-triazol-2-yl)pyridin-3-yl)-1-(1-methyl-1H-pyrazolo-[3,4-b]pyridin-4-yl)-5-(trifluoromethyl)-1H-pyrazol-4-carboxamid C(#N)C=1C=C(C=NC1N1N=CC=N1)NC(=O)C=1C=NN(C1C(F)(F)F)C1=C2C(=NC=C1)N(N=C2)C